N1=CC(=CC=C1)C1=CC=CC=2C3=CC=CC=C3CC12 3-pyridylfluorene